4-benzylidene-2,6-di-tert-butyl-2,5-cyclohexadien-1-one C(C1=CC=CC=C1)=C1C=C(C(C(=C1)C(C)(C)C)=O)C(C)(C)C